ClC=1C=C(C=C2C=CC=NC12)C=1N=C(C(=NC1C1=CC=CC=C1)N)OCN(CC)CC 5-(8-chloroquinolin-6-yl)-3-((diethylamino)methoxy)-6-phenylpyrazin-2-amine